FC=1C(=NC=C(C1)C)CO (3-fluoro-5-methylpyridin-2-yl)methanol